O=C(C(=O)O)CN1CCCC1 (S)-2-oxo-3-pyrrolidinopropionic acid